C(C1=CC=CC=C1)OC=1C(=NC=CC1F)C(=O)OC methyl 3-(benzyloxy)-4-fluoropyridinecarboxylate